N,N-dimethyl-8-azabicyclo[3.2.1]Octane-3-amine CN(C1CC2CCC(C1)N2)C